NCCOCCOCCC(=O)NC1=C(C=C2CCCNC2=C1)C(=O)NC1=NC=C(C=C1)C 7-(3-(2-(2-aminoethoxy)ethoxy)propanamido)-N-(5-methylpyridin-2-yl)-1,2,3,4-tetrahydroquinoline-6-carboxamide